NC=1C=C2C(N(C=NC2=CC1)[C@@H]1COC2(C1)CCN(CC2)C(=O)OC(C)(C)C)=O tert-butyl (3s)-3-(6-amino-4-oxo-quinazolin-3-yl)-1-oxa-8-azaspiro[4.5]decane-8-carboxylate